C1(CC1)NC1=NC(=NC=C1C1CC1)NC=1C=C2CCN(CC2=CC1)C N4,5-dicyclopropyl-N2-(2-methyl-1,2,3,4-tetrahydroisoquinolin-6-yl)pyrimidine-2,4-diamine